4-chloro-1-((1-(cyclopropanecarbonyl)-4-methylpyridin-4-yl)methyl)-N-(3-methyl-5-(phenylethynyl)pyridin-2-yl)-1H-pyrazole-5-carboxamide ClC=1C=NN(C1C(=O)NC1=NC=C(C=C1C)C#CC1=CC=CC=C1)CC1(C=CN(C=C1)C(=O)C1CC1)C